3-cyano-4-((3,5-dimethylisoxazol-4-yl)methoxy)-N-(4-(thiophen-2-yl)thiazol-2-yl)benzamide C(#N)C=1C=C(C(=O)NC=2SC=C(N2)C=2SC=CC2)C=CC1OCC=1C(=NOC1C)C